2,5-bis[4-(dimethylamino)butanoylamino]-N-(2-hydroxyethyl)pentanamide CN(CCCC(=O)NC(C(=O)NCCO)CCCNC(CCCN(C)C)=O)C